C(CCCCC(=O)O)CCCC(=O)O The molecule is an alpha,omega-dicarboxylic acid that is the 1,8-dicarboxy derivative of octane. It has a role as a human metabolite and a plant metabolite. It is a conjugate acid of a sebacate(2-) and a sebacate. It derives from a hydride of a decane.